1-Methyl-2-ethylpyridinium chlorid [Cl-].C[N+]1=C(C=CC=C1)CC